3,3'-diamino-5,5'-dimethylbiphenyl NC=1C=C(C=C(C1)C)C1=CC(=CC(=C1)C)N